4-(hexahydropyridin-2-yl)benzene-1-carbonitrile N1C(CCCC1)C1=CC=C(C=C1)C#N